4-(8-(1-propenylpyrrolidin-3-yl)quinazolin-6-yl)-N-phenylbenzamide C(=CC)N1CC(CC1)C=1C=C(C=C2C=NC=NC12)C1=CC=C(C(=O)NC2=CC=CC=C2)C=C1